(hydroxy-phenyl)-imidazole OC1=C(C=CC=C1)C=1NC=CN1